C(C)SC(=O)C12CC(C1)(C2)C(=O)OC methyl 3-((ethylthio)carbonyl)bicyclo[1.1.1]pentane-1-carboxylate